CN(C1=C(C=C(C=C1)C(C)CC)CC(=O)O)C 2-[2-(dimethylamino)-5-sec-butyl-phenyl]acetic acid